NC1=NC(=CC(=C1O)I)Cl 2-amino-6-chloro-4-iodopyridin-3-ol